CN1CCN(CC1)CC1=C(C=C(C(=O)O)C=C1)C(F)(F)F 4-(4-methylpiperazin-1-yl-methyl)-3-trifluoromethyl-benzoic acid